N1=CC=NC=2C=CCC(C12)=O quinoxalin-8-one